2-[2-[2-[2-[2-[2-(2,6-dioxo-3-piperidyl)-1,3-dioxo-isoindolin-5-yl]oxyethoxy]ethoxy]ethoxy]ethyl]morpholine-4-carboxylate O=C1NC(CCC1N1C(C2=CC=C(C=C2C1=O)OCCOCCOCCOCCC1CN(CCO1)C(=O)[O-])=O)=O